C(C)(C)(C)NP(=O)(C)CC1=NC=C(C=C1)C1=NOC(=N1)C(F)(F)Cl N-(tert-butyl)-P-((5-(5-(chlorodifluoromethyl)-1,2,4-oxadiazol-3-yl)pyridin-2-yl)methyl)-P-methylphosphinic amide